OC1=C(C(=CC(=C1)C)C)C1=CN=C(N=N1)N[C@H]1CN(CCC1)CC(=O)O (R)-2-(3-((6-(2-Hydroxy-4,6-dimethylphenyl)-1,2,4-triazin-3-yl)amino)piperidin-1-yl)acetic acid